racemic-N-acetyl-piperidine-2,3-dicarboxylic acid dimethyl ester COC(=O)C1N(CCCC1C(=O)OC)C(C)=O